((4-(4-((2-(tert-butyl)-1H-imidazol-1-yl)methyl)phenyl)-2-propylthiazol-5-yl)sulfonyl)carbamic acid butyl ester C(CCC)OC(NS(=O)(=O)C1=C(N=C(S1)CCC)C1=CC=C(C=C1)CN1C(=NC=C1)C(C)(C)C)=O